O=C1NC(CCC1N1C(N(C2=C1C=CC=C2N2CCC1(CCN(CC1)C1CCN(CC1)C(=O)OC(C)(C)C)CC2)C)=O)=O 1-Tert-butyl 4-[9-[1-(2,6-dioxo-3-piperidyl)-3-methyl-2-oxo-benzimidazol-4-yl]-3,9-diazaspiro[5.5]undecan-3-yl]piperidine-1-carboxylate